trans-1-(6-(cyclohexylamino)pyrimidin-4-yl)-4-(3,4-dihydroisoquinolin-2(1H)-yl)piperidin-3-ol C1(CCCCC1)NC1=CC(=NC=N1)N1C[C@H]([C@@H](CC1)N1CC2=CC=CC=C2CC1)O